N(C(=O)NC1=CC=C(C(=C1)C)N=C=O)C1=CC=C(C(=C1)C)N=C=O 5,5'-ureylenedi-o-tolyl diisocyanate